2-oxetanepropanoic acid O1C(CC1)CCC(=O)O